1-(2-(((6-chloro-2-methylpyrimidin-4-yl)thio)methyl)-6-cyclopropylimidazo[1,2-a]pyridin-8-yl)-3-methylimidazolidine-2,4-dione ClC1=CC(=NC(=N1)C)SCC=1N=C2N(C=C(C=C2N2C(N(C(C2)=O)C)=O)C2CC2)C1